ClC1=C(C=C2N=CC=NC2=C1)CNC=1C=NC=C(C1N1CCNCC1)OC N-((7-chloroquinoxalin-6-yl)methyl)-5-methoxy-4-(piperazin-1-yl)pyridin-3-amine